6-fluoro-1-(3-fluorophenyl)-1H-indazol-5-ol FC1=C(C=C2C=NN(C2=C1)C1=CC(=CC=C1)F)O